ClC1=CC(=C(C=C1)C1=C(C(=CC=C1)C=O)O)F 4'-chloro-2'-fluoro-2-hydroxy-[1,1'-biphenyl]-3-carbaldehyde